N-(4-(4-amino-1-isopropyl-7-(4-(oxetan-3-ylamino)cyclohex-1-en-1-yl)-1H-pyrazolo[4,3-c]pyridin-3-yl)-2,5-difluorophenyl)-2-fluorobenzenesulfonamide NC1=NC=C(C2=C1C(=NN2C(C)C)C2=CC(=C(C=C2F)NS(=O)(=O)C2=C(C=CC=C2)F)F)C2=CCC(CC2)NC2COC2